C(C)(C)C=1C=NN2C1N=C(C=C2NCC2=CN=CS2)NC[C@H]2[C@H](CNCC2)O (3R,4S)-4-(((3-Isopropyl-7-((thiazol-5-ylmethyl)amino)pyrazolo[1,5-a]pyrimidin-5-yl)amino)methyl)piperidin-3-ol